C[NH2+]CC[C@H](C1=CC=CC=C1)OC2=CC=C(C=C2)C(F)(F)F The molecule is an organic cation resulting from the protonation of the amino group of (R)-fluoxetine. It is an ammonium ion derivative and an organic cation. It is a conjugate acid of a (R)-fluoxetine. It is an enantiomer of a (S)-fluoxetine(1+).